C1[C@H]([C@H](OC2=CC(=CC(=C21)O)O)C3=CC(=C(C(=C3)O)O)O)OC(=O)C4=CC(=C(C(=C4)O)O)O (-)-cis-3,3',4',5,5',7-Hexahydroxy-flavane-3-gallate